2-HydroxyTerephthalic Acid OC1=C(C(=O)O)C=CC(=C1)C(=O)O